NC1COC(OC1)C(CN(C1=CC=C(C#N)C=C1)CC1=CC(=C(C=C1)OC)F)O 4-((2-((2r,5R)-5-amino-1,3-dioxan-2-yl)-2-hydroxyethyl)(3-fluoro-4-methoxybenzyl)amino)benzonitrile